Br[C@@H](C(=O)O)[C@@H](CC)C (2R,3R)-2-bromo-3-methylpentanoic acid